FC1(CCC1)CNC=1N=CC2=C(N1)NC=C2C2=CC1=C(C(NCCO1)=O)C=C2 8-(2-(((1-fluorocyclobutyl)methyl)amino)-7H-pyrrolo[2,3-d]pyrimidin-5-yl)-3,4-dihydrobenzo[f][1,4]oxazepin-5(2H)-one